(S)-N-((S)-1-cyano-2-((R)-2-oxopiperidin-3-yl)ethyl)-2-(4-methoxy-1H-indole-2-carbonyl)-2-azabicyclo[2.2.2]octane-3-carboxamide C(#N)[C@H](C[C@@H]1C(NCCC1)=O)NC(=O)[C@H]1N(C2CCC1CC2)C(=O)C=2NC1=CC=CC(=C1C2)OC